FC1=C(C=C2C=CC(N(C2=C1)C1=C(C=C(C(=C1)F)C1CC2(C1)OCCO2)OC)=O)S(=O)(=O)N(CC2=CC=C(C=C2)OC)C2=NOC=C2 (P)-7-fluoro-1-(5-fluoro-2-methoxy-4-(5,8-dioxaspiro[3.4]octan-2-yl)phenyl)-N-(isoxazol-3-yl)-N-(4-methoxybenzyl)-2-oxo-1,2-dihydroquinoline-6-sulfonamide